3-mercapto-2-(2-(methylamino)ethylamino)propanamide SCC(C(=O)N)NCCNC